[O-2].[Nb+5].[Fe+2] Iron-niobium oxide